ClC1=CC=C2C(=CNC2=C1C#N)S(=O)(=O)NC1=C(C=C(C(=C1)F)Cl)F 6-chloro-N-(4-chloro-2,5-difluorophenyl)-7-cyano-1H-indole-3-sulfonamide